FC1=C(CNC(=O)C=2N=C(C=C3C2NN=C3)N3C=NC=C3)C(=CC=C1)C(F)(F)F N-(2-Fluoro-6-(trifluoromethyl)benzyl)-5-(1H-imidazol-1-yl)-1H-pyrazolo[3,4-c]pyridine-7-carboxamide